OCCCC(CCN1CC(N(CC1)CCCNC(C1=CC=C(C(=C1)OC)OC)=O)=O)O/N=C/C1=CC=CC=C1 N-(3-[4-(6-hydroxy-3-{[(E)-(phenylmethylidene)amino]oxy}hexyl)-2-oxopiperazin-1-yl]propyl)-4,5-dimethoxybenzamide